2-(3,5,6-trimethyl-pyrazin-2-yl)acetic anhydride CC=1C(=NC(=C(N1)C)C)CC(=O)OC(CC1=NC(=C(N=C1C)C)C)=O